(S)-N-(4-chloro-2-((6,6-difluoro-1-(methylamino)-1,2-dioxoheptan-3-yl)carbamoyl)phenyl)-2-(trifluoromethyl)isonicotinamide ClC1=CC(=C(C=C1)NC(C1=CC(=NC=C1)C(F)(F)F)=O)C(N[C@H](C(C(=O)NC)=O)CCC(C)(F)F)=O